2-(3-(2'-fluoro-[1,1'-biphenyl]-4-yl)propyl)-5-(2-methylpyridin-3-yl)-1,3,4-oxadiazole FC1=C(C=CC=C1)C1=CC=C(C=C1)CCCC=1OC(=NN1)C=1C(=NC=CC1)C